C1(CCCC1)N1C(=CC2=C1N=C(N=C2)NC2=NC=C(C=C2)N2CCNCC2)C(=O)N(C)C 7-cyclopentyl-N,N-dimethyl-2-[(5-piperazin-1-yl-2-pyridinyl)amino]-pyrrolo[2,3-d]pyrimidine-6-carboxamide